1-methyl-2-oxo-4-{4-[5-(2-oxopyrrolidin-1-yl)-1,3-benzoxazol-2-yl]piperidin-1-yl}-1,2-dihydroquinoline-3-carboxamide CN1C(C(=C(C2=CC=CC=C12)N1CCC(CC1)C=1OC2=C(N1)C=C(C=C2)N2C(CCC2)=O)C(=O)N)=O